C(#CC)Cl propynyl chloride